ClCCOP(=O)(OCCCl)OCCCl tris(2-chloroethyl)-phosphate